C1(=CC=CC=C1)C1=CC=CC=2C3=CC(=CC=C3NC12)C1=CC=CC=C1 1,6-diphenyl-carbazole